2-Thiocarbonyl-1-(2-((2R,4S)-4-(trifluoromethyl)piperidin-2-yl)benzyl)-1,2,3,5-tetrahydro-4H-pyrrolo[3,2-d]pyrimidin-4-one C(=S)=C1NC(C2=C(N1CC1=C(C=CC=C1)[C@@H]1NCC[C@@H](C1)C(F)(F)F)C=CN2)=O